COOP(OOC)(O)=O dimethoxyphosphoric acid